1-Tert-butyl 4-(5-fluoro-3-methoxy-6-methylpyridin-2-yl)piperazine-1-carboxylate FC=1C=C(C(=NC1C)N1CCN(CC1)C(=O)OC(C)(C)C)OC